6-(2,6-dimethylphenyl)-4-(5-fluoro-2-hydroxyphenyl)-1-mesityl-3-(4-nitrophenyl)-5,6-dihydro-1H-pyrrolo[3,4-b]pyridine-2,7-dione CC1=C(C(=CC=C1)C)N1C(C=2N(C(C(=C(C2C1)C1=C(C=CC(=C1)F)O)C1=CC=C(C=C1)[N+](=O)[O-])=O)C1=C(C=C(C=C1C)C)C)=O